4-(benzyloxy)-3,3,4-trimethyl-1-(quinolin-3-yl)-3,4-dihydro-1H-2,1-benzothiazine 2,2-dioxide C(C1=CC=CC=C1)OC1(C(S(N(C2=C1C=CC=C2)C=2C=NC1=CC=CC=C1C2)(=O)=O)(C)C)C